BrC1=C(C=O)C(=C(C=C1C)F)F 2-bromo-5,6-difluoro-3-methylbenzaldehyde